NCCCCCCCCCCN1CCN(CC1)CCNCCCCCCCCCCN N1-(2-(4-(10-aminodecyl)piperazin-1-yl)ethyl)decane-1,10-diamine